3-((3r,5r,7r)-adamantan-1-yl)-5-(tert-butyl)-4'-isopropyl-[1,1'-biphenyl] C12(CC3CC(CC(C1)C3)C2)C=2C=C(C=C(C2)C(C)(C)C)C2=CC=C(C=C2)C(C)C